Tert-Butyl 3-(8-bromo-3,6-dimethyl-4-oxo-3,4-dihydroquinazolin-2-yl)pyrrolidine-1-carboxylate BrC=1C=C(C=C2C(N(C(=NC12)C1CN(CC1)C(=O)OC(C)(C)C)C)=O)C